COC=1C=C(C=CC1OC)C=1C=C(N(S(N1)(=O)=O)CCC)C(=O)OCCC Propyl 5-(3,4-dimethoxyphenyl)-1,1-dioxo-2-propyl-2H-1λ6,2,6-thiadiazine-3-carboxylate